cyclopropyl (S)-4-((R)-4-((3S,5S,8R,9S,10S,13R,14S,17R)-3-hydroxy-10,13-dimethylhexadecahydro-1H-cyclopenta[a]phenanthren-17-yl)pentanoyl)-2-methylpiperazine-1-carboxylate O[C@H]1CC[C@@]2([C@H]3CC[C@@]4([C@H](CC[C@H]4[C@@H]3CC[C@H]2C1)[C@@H](CCC(=O)N1C[C@@H](N(CC1)C(=O)OC1CC1)C)C)C)C